N1-(1H-pyrrolo[3,2-c]pyridin-3-yl)-N2-(5,6,7,8-tetrahydro-quinolin-3-yl)oxalamide N1C=C(C=2C=NC=CC21)NC(C(=O)NC=2C=NC=1CCCCC1C2)=O